NCCN(CCNCC#N)CCN1C(N(CC1)CCN)=O 2-((2-((2-aminoethyl)(2-(3-(2-aminoethyl)-2-oxoimidazolidin-1-yl)ethyl)amino)ethyl)amino)acetonitrile